FC=1C=C(C(=O)OC)C=CC1CN(C(=O)N1CCS(CC1)(=O)=O)C1=CC(=CC=C1)F Methyl 3-fluoro-4-((N-(3-fluorophenyl)-1,1-dioxidothiomorpholine-4-carboxamido)methyl)benzoate